2-(2-(cyclopropanesulfonylamino)pyrimidin-4-yl)-N-(4-(6-ethoxypyrazin-2-yl)phenyl)-N-(4-methoxybenzyl)butanamide C1(CC1)S(=O)(=O)NC1=NC=CC(=N1)C(C(=O)N(CC1=CC=C(C=C1)OC)C1=CC=C(C=C1)C1=NC(=CN=C1)OCC)CC